[Na].CC(CCCC(=O)O)CCCC(CCCC(C)C)C 5,9,13-trimethyl-tetradecanoic acid sodium